FC(C=1C(=C(C=CC1)[C@@H](C)NC=1C2=C(N=CN1)N(C(C(=C2)C=2CCS(CC2)(=O)=NC#N)=O)C)F)F [4-[4-[[(1R)-1-[3-(difluoromethyl)-2-fluoro-phenyl]ethyl]amino]-8-methyl-7-oxo-pyrido[2,3-d]pyrimidin-6-yl]-1-oxo-3,6-dihydro-2H-thiopyran-1-ylidene]cyanamide